1,1,14,14-tetraphenyl-3,6,9,12-tetraoxatetradeca-1,13-diene C1(=CC=CC=C1)C(=COCCOCCOCCOC=C(C1=CC=CC=C1)C1=CC=CC=C1)C1=CC=CC=C1